(2S,4R)-1-(2-(4-amino-6-(trifluoromethyl)-9H-pyrimido[4,5-b]indol-9-yl)acetyl)-N-(6-bromopyrazin-2-yl)-4-fluoro-4-methylpyrrolidine-2-carboxamide NC1=NC=NC=2N(C3=CC=C(C=C3C21)C(F)(F)F)CC(=O)N2[C@@H](C[C@@](C2)(C)F)C(=O)NC2=NC(=CN=C2)Br